C(C)OC=1C=C(C=2N(C1)N=C1C2C=NN1)C=1C=NC(=CC1)N1CC2(C1)N(CCC2)CC=2C=NC(=CC2)OC 6-ethoxy-4-(6-(5-((6-methoxypyridin-3-yl)methyl)-2,5-diazaspiro[3.4]oct-2-yl)pyridin-3-yl)-1H-pyrazolo[3',4':3,4]pyrazolo[1,5-a]pyridine